BrCC(C#N)(C)C 3-bromo-2,2-dimethyl-propanenitrile